BrC1=CC=C(C=C1)C(C(=O)NCCN1CCOCC1)N(C(CCCN1CC=CC=C1)=O)CC1=NC=CC=C1 N-(1-(4-bromophenyl)-2-((2-morpholinoethyl)amino)-2-oxoethyl)-4-(pyridin-1-yl)-N-(pyridin-2-ylmethyl)butanamide